5-bromo-2-chloro-3-fluoro-N-(3-methoxy-2,6-dimethylphenyl)pyridin-4-amine BrC=1C(=C(C(=NC1)Cl)F)NC1=C(C(=CC=C1C)OC)C